tetrabutylammonium tris(3-fluorophenyl)hexylborate FC=1C=C(C=CC1)C(CCCCCOB([O-])[O-])(C1=CC(=CC=C1)F)C1=CC(=CC=C1)F.C(CCC)[N+](CCCC)(CCCC)CCCC.C(CCC)[N+](CCCC)(CCCC)CCCC